CC1(CC(C1)CS(=O)(=O)C=1SC2=C(N1)C=CC=C2)OC2OCCCC2 trans-2-(((3-Methyl-3-((tetrahydro-2H-pyran-2-yl)oxy)cyclobutyl)methyl)sulfonyl)benzo[d]thiazole